O=C1N(N=NC2=C1C=CC=C2)CC(=O)NCC2=CC=C(C=C2)C(F)(F)F 4-oxo-N-[[4-(trifluoromethyl)phenyl]methyl]-1,2,3-benzotriazine-3(4H)-acetamide